1-(3-bromo-5-fluorophenyl)-3-methylcyclobutane-1-carboxylic acid BrC=1C=C(C=C(C1)F)C1(CC(C1)C)C(=O)O